C1(CC1)COC1CN(C1)[C@@H]1[C@H](CCCC1)CC=1C=C2CN(C(C2=CC1)=O)C1C(NC(CC1)=O)=O 3-(5-(((1R,2S)-2-(3-(cyclopropylmethoxy)azetidin-1-yl)cyclohexyl)methyl)-1-oxo-isoindolin-2-yl)piperidine-2,6-dione